ClC1=CC(=C(COC2=NC=3CN(CCC3C=C2)CCCC2=NC=3C(=NC(=CC3)C(=O)OC)N2C[C@H]2OCC2)C=C1)F methyl (S)-2-(3-(2-((4-chloro-2-fluorobenzyl)oxy)-5,8-dihydro-1,7-naphthyridin-7(6H)-yl)propyl)-3-(oxetan-2-ylmethyl)-3H-imidazo[4,5-b]pyridine-5-carboxylate